tert-butyl (6-bromo-2,7-dichloropyrrolo[1,2-b]pyridazin-4-yl)(furan-2-ylmethyl)carbamate BrC=1C=C2N(N=C(C=C2N(C(OC(C)(C)C)=O)CC=2OC=CC2)Cl)C1Cl